BrC=1C(=NC=CC1C(Br)Br)OC(F)F 3-bromo-4-(dibromomethyl)-2-(difluoromethoxy)pyridine